tert-butyl 4-(2-(2-(3,4-dichloro-5-methyl-1H-pyrrole-2-carboxamido)-5-(methoxycarbonyl)phenoxy)ethyl)piperidine-1-carboxylate ClC1=C(NC(=C1Cl)C)C(=O)NC1=C(OCCC2CCN(CC2)C(=O)OC(C)(C)C)C=C(C=C1)C(=O)OC